benzenemethansulfonate C1(=CC=CC=C1)CS(=O)(=O)[O-]